C1NCC12CC(C2)CC=2C=CC(=C(C(=O)N)C2)OC(F)(F)F 5-(2-azaspiro[3.3]heptan-6-ylmethyl)-2-(trifluoromethoxy)benzamide